TBDPS ether [Si](C1=CC=CC=C1)(C1=CC=CC=C1)(C(C)(C)C)O[Si](C1=CC=CC=C1)(C1=CC=CC=C1)C(C)(C)C